C(C)(C)(C)OC(N[C@H]1C[C@H](CCCC1)O)=O (1R,3S)-3-Hydroxycycloheptylcarbamic acid tert-butyl ester